tert-Butyl 4-[[3-(2-chloro-6-methyl-4-pyridyl)-2-(3-cyanophenyl)pyrazolo[1,5-a]pyrimidin-5-yl]carbamoyl]piperazine-1-carboxylate ClC1=NC(=CC(=C1)C=1C(=NN2C1N=C(C=C2)NC(=O)N2CCN(CC2)C(=O)OC(C)(C)C)C2=CC(=CC=C2)C#N)C